6-Bromo-3-(2-methoxyethyl)-1,3-dihydro-2-benzofuran-1-one BrC=1C=CC2=C(C(OC2CCOC)=O)C1